[Cr].[Fe].[Sn] tin-iron-chromium